rac-tert-butyl (1R,4S,6R)-6-hydroxy-2-azabicyclo[2.2.1]heptane-2-carboxylate O[C@@H]1C[C@H]2CN([C@@H]1C2)C(=O)OC(C)(C)C |r|